6-(3-isopropyl-5-(1-isopropylpiperidin-4-yl)-1H-indol-2-yl)pyrazolo[1,5-a]pyrimidine C(C)(C)C1=C(NC2=CC=C(C=C12)C1CCN(CC1)C(C)C)C=1C=NC=2N(C1)N=CC2